2-methylhydrocinnamic acid CC1=C(CCC(=O)O)C=CC=C1